BrC1=NC=CC(=C1)C=1C=C(NC1C1=CC=C(C=C1)F)C1[C@H]2CN(C[C@@H]12)C(=O)OC(C)(C)C tert-Butyl (1R,5S)-6-(4-(2-bromopyridin-4-yl)-5-(4-fluorophenyl)-1H-pyrrol-2-yl)-3-azabicyclo[3.1.0]hexane-3-carboxylate